C(C)(C)(C)C=1C=C(C=C(C1O)C(C)(C)C)CCC(=O)OC(CCCCC)OC(CCC1=CC(=C(C(=C1)C(C)(C)C)O)C(C)(C)C)=O hexanediol bis(beta-(3,5-di-t-butyl-4-hydroxyphenyl) propionate)